C(C)(C)(C)OC(=O)O[C@@H]1[C@H]([C@H](N(C1)C(=O)OC(C)(C)C)CC1=CC=C(C=C1)OC)OC(CCC1CC1)=O tert-butyl (2R,3S,4S)-4-[(tert-butoxycarbonyl) oxy]-3-[(3-cyclopropylpropanoyl)oxy]-2-[(4-methoxyphenyl)methyl]pyrrolidine-1-carboxylate